(2-nitrophenyl)methyl N-[1-(2-hydroxyethoxy)-5-methylhexan-3-yl]carbamate OCCOCCC(CC(C)C)NC(OCC1=C(C=CC=C1)[N+](=O)[O-])=O